(2S,4r)-1-[(2S)-2-(4-cyclopropyl-triazol-1-yl)-3,3-dimethyl-butyryl]-4-hydroxy-N-[[2-[(4-methyl-1-piperidinyl)sulfonylmethyl]phenyl]methyl]pyrrolidine-2-carboxamide C1(CC1)C=1N=NN(C1)[C@H](C(=O)N1[C@@H](C[C@H](C1)O)C(=O)NCC1=C(C=CC=C1)CS(=O)(=O)N1CCC(CC1)C)C(C)(C)C